benzyl ((chloromethoxy)carbonyl)-L-alaninate ClCOC(=O)N[C@@H](C)C(=O)OCC1=CC=CC=C1